C(C)(C)C1N2C(C3=CC(=C(C=C3C1)C=1SC=C(N1)COC)OC)=CC(C(=C2)C(=O)O)=O 6-isopropyl-10-methoxy-9-(4-(methoxymethyl)thiazol-2-yl)-2-oxo-6,7-dihydro-2H-pyrido[2,1-a]isoquinoline-3-carboxylic acid